hydroxyphosphaphenanthrene OC1=PC=2C=CC3=CC=CC=C3C2C=C1